BrCC1=C(C(=CC(=C1)C(C)(C)C)CBr)O 2,6-bis(bromomethyl)-4-tert-butyl-phenol